N1(CCCCCC1)CC=1C=CC(=NC1)CNC1=C2C(N(C(=NC2=CC=C1)C)C1C(NC(CC1)=O)=O)=O 3-(5-(((5-(azepan-1-ylmethyl)pyridin-2-yl)methyl)amino)-2-methyl-4-oxoquinazolin-3(4H)-yl)piperidine-2,6-dione